(trifluoromethyl)benzofuran-7-amine FC(F)(F)C=1OC2=C(C1)C=CC=C2N